(R)-1'-(6-amino-5-((2-amino-3-chloropyridin-4-yl)thio)pyrazin-2-yl)-5,7-dihydrospiro[cyclopenta[c]pyridine-6,4'-piperidin]-5-amine NC1=C(N=CC(=N1)N1CCC2(CC1)[C@H](C1=C(C=NC=C1)C2)N)SC2=C(C(=NC=C2)N)Cl